C(=O)[C@H]1C([C@H]1C(=O)OCC1=C(C(=CC(=C1F)F)F)F)(C)C 2,3,5,6-tetrafluorobenzyl (1S,3R)-3-formyl-2,2-dimethylcyclopropanecarboxylate